(3-Cyclobutoxyprop-1-yn-1-yl)-7-(4-fluorobenzyl)-1-(3-hydroxypropyl)-3-methyl-3,7-dihydro-1H-purine-2,6-dione C1(CCC1)OCC#CC1=NC=2N(C(N(C(C2N1CC1=CC=C(C=C1)F)=O)CCCO)=O)C